NC1=C(N(N=C1C)COCC[Si](C)(C)C)C1=C(C(=NC(=C1)Cl)CCO[Si](C)(C)C(C)(C)C)N 4-[4-amino-5-methyl-2-(2-trimethylsilylethoxymethyl)pyrazol-3-yl]-2-[2-[tert-butyl(dimethyl)silyl]oxyethyl]-6-chloro-pyridin-3-amine